BrC1=CC(=C(C(=O)OC)C=C1OC1=C(C=CC=C1)C#N)[N+](=O)[O-] methyl 4-bromo-5-(2-cyanophenoxy)-2-nitrobenzoate